((2R,3S,5R)-5-(4-amino-2-chloro-7H-pyrrolo[2,3-d]pyrimidin-7-yl)-2-ethynyl-3-hydroxytetrahydrofuran-2-yl)methyl palmitate C(CCCCCCCCCCCCCCC)(=O)OC[C@]1(O[C@H](C[C@@H]1O)N1C=CC2=C1N=C(N=C2N)Cl)C#C